C(C1=CC=CC=C1)N(CC(C(OCC(=O)OCC)(C)C)F)CC1=CC=CC=C1 Ethyl 2-[3-(dibenzylamino)-2-fluoro-1,1-dimethyl-propoxy]acetate